3-(1-acetylpiperidin-4-yl)-1-(4-fluoro-2-methylphenyl)-6-(trifluoromethyl)-2,3-dihydro-quinazolin-4(1H)-one C(C)(=O)N1CCC(CC1)N1CN(C2=CC=C(C=C2C1=O)C(F)(F)F)C1=C(C=C(C=C1)F)C